CC=1OC2=C(C(C1)=O)C=CC(=C2)C 2,7-dimethyl-4H-benzopyran-4-one